O[C@H]1C[C@H](C1)C(=O)O (cis)-3-hydroxycyclobutane-1-carboxylic acid